(2S,4R)-4-methoxy-2-[methoxy(methyl)carbamoyl]pyrrolidine-1-carboxylic acid tert-butyl ester C(C)(C)(C)OC(=O)N1[C@@H](C[C@H](C1)OC)C(N(C)OC)=O